N-{6-[(tert-butylcarbamoyl)methyl]-6-azaspiro[2.5]oct-1-yl}-3-fluoro-5-(trifluoromethyl)benzamide C(C)(C)(C)NC(=O)CN1CCC2(CC2NC(C2=CC(=CC(=C2)C(F)(F)F)F)=O)CC1